C1NCC12C[C@@H](CC2)N2CCC(CC2)C2=C(C=CC=C2)C2CCC(CC2)O (R)-4-(2-(1-(2-azaspiro[3.4]oct-6-yl)piperidin-4-yl)phenyl)cyclohexan-1-ol